3-fluoro-4-(4-{[2-(3-methyl-1,2-oxazol-5-yl)pyrrolidin-1-yl]methyl}phenoxy)benzamide FC=1C=C(C(=O)N)C=CC1OC1=CC=C(C=C1)CN1C(CCC1)C1=CC(=NO1)C